6-(4-methylpiperazin-1-yl)-N-(4-(3-((4-pentylphenyl)sulfonamido)phenyl)thiazol-2-yl)hexanamide CN1CCN(CC1)CCCCCC(=O)NC=1SC=C(N1)C1=CC(=CC=C1)NS(=O)(=O)C1=CC=C(C=C1)CCCCC